4-propyl-3-((pyrimidin-5-ylamino)methyl)benzamide C(CC)C1=C(C=C(C(=O)N)C=C1)CNC=1C=NC=NC1